tert-butyl (R)-3-((2-(p-tolyl)benzo[d]imidazo[2,1-b]thiazole-7-carboxamido)methyl)pyrrolidine-1-carboxylate C1(=CC=C(C=C1)C=1N=C2SC3=C(N2C1)C=CC(=C3)C(=O)NC[C@@H]3CN(CC3)C(=O)OC(C)(C)C)C